C(C)(=O)N1[C@H](CCC2=C(C(=CC=C12)C=1C=NN(C1)CCS(=O)(=O)C)OCN1C(CCC1)=O)C {([(2S)-1-acetyl-6-[1-(2-methanesulfonylethyl)-1H-pyrazol-4-yl]-2-methyl-1,2,3,4-tetrahydroquinolin-5-yl]oxy)methyl}pyrrolidin-2-one